6-[3-[4-(trifluoromethyl)pyrimidin-2-yl]pyrrolidine-1-carbonyl]-4H-1,4-benzoxazin-3-one FC(C1=NC(=NC=C1)C1CN(CC1)C(=O)C=1C=CC2=C(NC(CO2)=O)C1)(F)F